ClC=1C=CC(=C(C1)O)C1=NN=C(C2=C1CCC2)N[C@H]2CN(CCC2)C 5-chloro-2-(4-{[(3R)-1-methylpiperidin-3-yl]amino}-6,7-dihydro-5H-cyclopenta[d]pyridazin-1-yl)phenol